N-(2-ethynyl-4-(trifluoromethyl)phenyl)-2-methylpropanamide C(#C)C1=C(C=CC(=C1)C(F)(F)F)NC(C(C)C)=O